N1(N=CC=C1)CC=1C=CC(=NC1OC)C(=O)NS(=O)(=O)C1=C(C=CC(=C1)C(F)(F)F)OC 5-((1H-pyrazol-1-yl)methyl)-6-methoxy-N-((2-methoxy-5-(trifluoromethyl)phenyl)sulfonyl)picolinamide